4-(6-nitro-3-pyridinyl)morpholine [N+](=O)([O-])C1=CC=C(C=N1)N1CCOCC1